CC1=NC=C(C(=O)NCCCC2=CC=C(C=C2)C=2C=C3C=CC=NC3=CC2)C=C1 6-methyl-N-(3-(4-(quinolin-6-yl)phenyl)propyl)nicotinamide